6,8-bis((R)-3-methylmorpholino)pyrido[3,2-d]pyrimidin-4-ol C[C@@H]1COCCN1C=1C=C(C=2N=CN=C(C2N1)O)N1[C@@H](COCC1)C